FC(C=1C=C(C=CC1)NC1=NC(=NC(=N1)NNCC1=CC(=CC=C1)C(F)(F)F)Cl)(F)F N-(3-(trifluoromethyl)phenyl)-N'-((3-(trifluoromethyl)benzyl)amino)-6-chloro-[1,3,5]triazine-2,4-diamine